NC1=NC(=C(C=2C1=NN(N2)CC2=NN(C=C2)C)C2=C(N=CO2)C)C=2C=C(C#N)C=CC2 3-(4-amino-2-((1-methyl-1H-pyrazol-3-yl)methyl)-7-(4-methyloxazol-5-yl)-2H-[1,2,3]triazolo[4,5-c]pyridin-6-yl)benzonitrile